C1(=CC=CC=C1)C1=NN(C2=CC(=CC=C12)CO)C(C1=CC=CC=C1)(C1=CC=CC=C1)C1=CC=CC=C1 (3-phenyl-1-trityl-1H-indazol-6-yl)methanol